6α-methylamino-14β-hydroxymorphinan CN[C@@H]1C[C@]23C=4C=CC=CC4C[C@H]([C@@]2(CC1)O)NCC3